ClC(=O)[C@H](O)[C@@H](O)[C@@H](O)[C@H](O)CO Chlorogalactose